ClC=1C=C(C=C(C1)C=NC1=CC(=CC(=C1)Cl)Cl)O 3-chloro-5-((3,5-dichloro-phenylimino)meth-yl)phenol